CC=1C(=NC=C(C1)C(F)(F)F)N1CC(CCC1)C1=C(C(=O)N)C=CN=C1 1-(3-methyl-5-(trifluoromethyl)pyridin-2-yl)piperidin-3-ylisonicotinamide